Adamantane Ruthenium (Ii) [Ru+2].C12CC3CC(CC(C1)C3)C2